4-(3-amino-4-chloro-1H-indazol-5-yl)-N-(2-hydroxycyclopentyl)-3-methylbenzenesulfonamide NC1=NNC2=CC=C(C(=C12)Cl)C1=C(C=C(C=C1)S(=O)(=O)NC1C(CCC1)O)C